(2R)-1-({6-[2,4-bis(trifluoromethyl)phenyl]-5-methylpyridazin-3-yl}amino)propan-2-ol FC(C1=C(C=CC(=C1)C(F)(F)F)C1=C(C=C(N=N1)NC[C@@H](C)O)C)(F)F